ClC1=C(CN[C@H](C(=O)O)CC2=NN(C=C2)S(=O)(=O)C)C(=CC(=C1)CCP(=O)(C1=CC(=CC=C1)O)C)Cl (2s)-2-(2,6-dichloro-4-(2-(methyl(3-hydroxyphenyl)phosphoryl)ethyl)benzylamino)-3-(1-(methylsulfonyl)-1H-pyrazol-3-yl)propionic acid